1-butyl-5-oxopyrrolidine-3-carboxylate C(CCC)N1CC(CC1=O)C(=O)[O-]